C1(CCC1)CNC(=O)[C@@H]1[C@@H]([C@H]2CC[C@@H]1C2)NC(=O)C=2C(=CC(=C(OC1CCC(CC1)(C(=O)O)C)C2)F)OC (1S,4s)-4-(5-(((1S,2R,3S,4R)-3-((cyclobutylmethyl)carbamoyl)bicyclo[2.2.1]hept-2-yl)carbamoyl)-2-fluoro-4-methoxyphenoxy)-1-methylcyclohexane-1-carboxylic acid